BrC1=CC(=CC(=N1)C1(COCC1)O)N1CCCCC1 3-(6-bromo-4-(piperidin-1-yl)pyridin-2-yl)tetrahydrofuran-3-ol